N-(4-Morpholinophenyl)-4-(pyridin-4-yl)-[2,4'-bithiazole]-2'-amine O1CCN(CC1)C1=CC=C(C=C1)NC=1SC=C(N1)C=1SC=C(N1)C1=CC=NC=C1